ClC=1C(=NC(=CC1)F)F 3-chloro-2,6-difluoro-pyridine